3-(4-methoxyphenyl)prop-2-enamide COC1=CC=C(C=C1)C=CC(=O)N